trans-rac-tert-butyl 2-methyl-3-(4-methyl-5-thioxo-4,5-dihydro-1H-1,2,4-triazol-3-yl)azetidine-1-carboxylate C[C@@H]1N(C[C@H]1C1=NNC(N1C)=S)C(=O)OC(C)(C)C |r|